O=CC[C@@H]1[C@@H]2CC[C@H](CN1C(=O)OCC1=CC=CC=C1)N2C(=O)OC(C)(C)C 3-benzyl 8-tert-butyl (1S,2R,5R)-2-(2-oxoethyl)-3,8-diazabicyclo[3.2.1]octane-3,8-dicarboxylate